N1(CCNCC1)C1=C(C=CC=C1)N[C@@H]1C(NC(CC1)=O)=O (S)-3-((2-(Piperazin-1-yl)phenyl)amino)piperidine-2,6-dione